[Na+].C(C=CCCCCCC)(=O)[O-] non-2-enoic acid sodium salt